CC(CC1NC(N(C1=O)C1CC2(CC(C2)OC2=C(C(=O)N)C=CC=N2)C1)=O)CC1=CC=CC=C1 2-(((αR)-6-(4-(2-methyl-3-phenylpropyl)-2,5-dioxoimidazolidin-1-yl)spiro[3.3]heptan-2-yl)oxy)nicotinamide